2-((S)-4,4-difluoro-3-(6-oxo-1,6-dihydropyridin-3-yl)piperidin-1-yl)-N-(5-((2,2-difluorocyclopropyl)methoxy)pyridin-2-yl)propanamide FC1([C@H](CN(CC1)C(C(=O)NC1=NC=C(C=C1)OCC1C(C1)(F)F)C)C1=CNC(C=C1)=O)F